C(=O)(O)C1CN(C1)C1=CC=C2C=C(C(OC2=C1)=O)C=1SC2=C(N1)C=CC=C2 7-(3-Carboxyazetidin-1-yl)-3-(benzothiazol-2-yl)coumarin